C(C)(C)OC1=C(C=CC=C1)N1CCNCC1 4-(2-isopropoxyphenyl)piperazine